C(C1=CC=CC=C1)OC1=C(C(=C(C(=O)OCC)C(=C1)C=O)C)C ethyl 4-(benzyloxy)-6-formyl-2,3-dimethylbenzoate